2-(3-methylbenzo[b]thiophen-2-yl)-N-(5-(trifluoromethyl)thiazol-2-yl)acetamide CC=1C2=C(SC1CC(=O)NC=1SC(=CN1)C(F)(F)F)C=CC=C2